C(=O)(OCC1C2=CC=CC=C2C2=CC=CC=C12)N[C@@H](CCCNC(=O)N)C(=O)O Fmoc-L-Citrulline